(S)-(4-(7-methylpyrazolo[1,5-a]pyridin-2-yl)-6,7-dihydro-1H-imidazo[4,5-c]pyridin-5(4H)-yl)(5-(2-methylpyridin-3-yl)-1,3,4-oxadiazol-2-yl)methanone CC1=CC=CC=2N1N=C(C2)[C@H]2N(CCC1=C2N=CN1)C(=O)C=1OC(=NN1)C=1C(=NC=CC1)C